(E)-1-(tert-butyl) 5-ethyl 4,4-difluoropent-2-enedioate FC(/C=C/C(=O)OC(C)(C)C)(C(=O)OCC)F